4-fluoro-N-[(1r,3s)-3-{[2-(trifluoromethyl)quinolin-4-yl]amino}cyclohexyl]-2H-indazole-5-carboxamide FC=1C2=CNN=C2C=CC1C(=O)N[C@H]1C[C@H](CCC1)NC1=CC(=NC2=CC=CC=C12)C(F)(F)F